C(C1=CC=CC=C1)(=O)N[C@@H](CC1=CC=C(C=C1)F)C(=O)N[C@@H](CC1=CC=CC=C1)CO N-(N-benzoyl-L-p-fluorophenylalanyl)-L-phenylalaninol